O1C=C(C=C1)B(O)O 3-furylboranediol